FC1=C(C(=C(C=C1OC)OC)F)N1C(N(C2=C(C1)C=NC1=C2C=C(N1)CN1CCOCC1)CC1CCN(CC1)S(=O)(=O)CC)=S 3-(2,6-difluoro-3,5-dimethoxyphenyl)-1-((1-(ethylsulfonyl)piperidin-4-yl)methyl)-8-(morpholinomethyl)-1,3,4,7-tetrahydro-2H-pyrrolo[3',2':5,6]pyrido[4,3-d]pyrimidine-2-thione